3-methyl-2-(methylamino)butanamide CC(C(C(=O)N)NC)C